N-[5-[5-methyl-3-[[(3R)-morpholin-3-yl]methoxy]isoxazol-4-yl]pyrazolo[1,5-a]pyridin-2-yl]cyclopropanecarboxamide CC1=C(C(=NO1)OC[C@@H]1NCCOC1)C1=CC=2N(C=C1)N=C(C2)NC(=O)C2CC2